C(C1=CC=CC=C1)OCCN1N=CC(=C1S(=O)(=O)NC1=C(C=C(C=C1)C1=NC2=CC=C(C=C2C=N1)C(F)(F)F)C)C 1-(2-(benzyloxy)ethyl)-4-methyl-N-(2-methyl-4-(6-(trifluoromethyl)-quinazolin-2-yl)phenyl)-1H-pyrazole-5-sulfonamide